2-[3-(4-ethylpyrazol-1-yl)-1-[2-[[2-[rac-(3R)-tetrahydrofuran-3-yl]-3,4-dihydro-1H-isoquinolin-6-yl]amino]-[1,2,4]triazolo[1,5-a]pyridin-8-yl]azetidin-3-yl]acetonitrile C(C)C=1C=NN(C1)C1(CN(C1)C=1C=2N(C=CC1)N=C(N2)NC=2C=C1CCN(CC1=CC2)[C@H]2COCC2)CC#N |r|